3-methyl-3-hexanamine CC(CC)(CCC)N